Indenocarbazol C1=C2C=C3C(=CC=C4C=5C=CC=CC5N=C34)C2=CC=C1